NN1C(=NC(=C1C(=O)N)C1=CC=C(C=C1)C(NC1=NC=C(C=C1)C)=O)[C@H]1N(CCC1)C(C=C(C)C)=O (S)-1-Amino-2-(1-(3-methylbut-2-enoyl)pyrrolidin-2-yl)-4-(4-((5-methylpyridin-2-yl)carbamoyl)phenyl)-1H-imidazol-5-carboxamid